5-ethyl-N-[2-(5-methyl-2-furanyl)-2-(4-morpholinyl)ethyl]pyrazolo[1,5-a]pyrimidin-7-amine C(C)C1=NC=2N(C(=C1)NCC(N1CCOCC1)C=1OC(=CC1)C)N=CC2